(S)-glycidylmyristate C([C@@H]1CO1)OC(CCCCCCCCCCCCC)=O